7-((Cis)-4-(4-methylpiperazin-1-yl)cyclohexyl)-5-(4-phenoxyphenyl)-7H-pyrrolo[2,3-d]pyrimidin-4-ol CN1CCN(CC1)[C@H]1CC[C@H](CC1)N1C=C(C2=C1N=CN=C2O)C2=CC=C(C=C2)OC2=CC=CC=C2